BrC1=C(C=O)C=C(C(=C1Br)O)O 2,3-Dibromo-4,5-dihydroxybenzaldehyde